3-(methylthio)tetrahydro-2H-pyran CSC1COCCC1